tert-butyl methyl((5-(4,4,5,5-tetramethyl-1,3,2-dioxaborolan-2-yl)-6,9-dihydro-7H-[1,3]dioxolo[4,5-h]isochromen-9-yl)methyl)carbamate CN(C(OC(C)(C)C)=O)CC1OCCC=2C(=CC3=C(C12)OCO3)B3OC(C(O3)(C)C)(C)C